NC1=CC=C(C=C1)NC(C(=C)C)=O N-(4-amino-phenyl)-2-methyl-acrylamide